(5S)-2-(3-Bromobenzyl)-5-{[(3S)-3-fluoropyrrolidin-1-yl]carbonyl}-5,6,7,8-tetrahydro[1,2,4]triazolo[4,3-a]pyridin-3(2H)-on BrC=1C=C(CN2N=C3N([C@@H](CCC3)C(=O)N3C[C@H](CC3)F)C2=O)C=CC1